(S)-N-((R)-(3-chloro-2,4-difluorophenyl)((2R,5S)-5-(trifluoromethyl)tetrahydro-2H-pyran-2-yl)methyl)-2-oxooxazolidine-4-carboxamide ClC=1C(=C(C=CC1F)[C@@H](NC(=O)[C@H]1NC(OC1)=O)[C@@H]1OC[C@H](CC1)C(F)(F)F)F